amino-2-nitro-benzamide NC=1C(=C(C(=O)N)C=CC1)[N+](=O)[O-]